tert-butyl 4-(4-(benzofuran-3-yl)-6-((3-(trifluoromethyl)phenyl)amino)-1,3,5-triazin-2-yl)-3,6-dihydropyridine-1(2H)-carboxylate O1C=C(C2=C1C=CC=C2)C2=NC(=NC(=N2)NC2=CC(=CC=C2)C(F)(F)F)C=2CCN(CC2)C(=O)OC(C)(C)C